CN1C=C(C2=CC=CC=C12)C1=NC(=NC=C1)I 1-methyl-3-(2-iodo-4-pyrimidinyl)indole